5-(Isoxazolidin-3-yl)pyridin-2-amine TFA Salt OC(=O)C(F)(F)F.O1NC(CC1)C=1C=CC(=NC1)N